NC1=CC(=NC=N1)NC=1C=C(C=2N(C1)C1(NC2)CC(CCC1)CC)C 6'-((6-AMINOPYRIMIDIN-4-YL)AMINO)-3-ETHYL-8'-METHYL-2'H-SPIRO[CYCLOHEXANE-1,3'-IMIDAZO[1,5-A]PYRIDIN]